C1(CC1)CN1C(=CC=2C1=C(N=CC2)C2CCN(CC2)C(=O)OC(C)(C)C)CO tert-Butyl 4-(1-(cyclopropylmethyl)-2-(hydroxymethyl)-1H-pyrrolo[2,3-c]pyridin-7-yl)piperidine-1-carboxylate